ClC1=CC=C2C(=C(C(N(C2=C1)C1=CC=CC=C1)=O)C(=O)OC)Cl methyl 7-chloro-4-chloro-2-oxo-1-phenyl-1,2-dihydroquinoline-3-carboxylate